tert-butyl 7-[[[2-(2,6-dioxo-3-piperidyl)-1,3-dioxo-isoindolin-4-yl] amino] methyl]-2-azaspiro[3.5]nonane-2-carboxylate O=C1NC(CCC1N1C(C2=CC=CC(=C2C1=O)NCC1CCC2(CN(C2)C(=O)OC(C)(C)C)CC1)=O)=O